2,5,8,11,15,18,21,24,27,30,33-undecaoxo-31-(p-tolylmethyl)spiro[1,4,7,10,14,17,20,23,26,29,32-undecazabicyclo[32.2.0]hexatriacontane-19,1'-cyclopentane]-13-carboxamide O=C1N2CCC2C(NC(C(NCC(NCC(NCC(NC2(CCCC2)C(NCC(NC(CC(NCC(NCC(NC1)=O)=O)=O)C(=O)N)=O)=O)=O)=O)=O)=O)CC1=CC=C(C=C1)C)=O